C(C)OC(C=CC1=C(C=CC=C1)Br)=O 3-(2-bromophenyl)acrylic acid ethyl ester